OCCNC1=C(C=C(C=C1)C(F)(F)F)[N+](=O)[O-] 4-[(2-Hydroxyethyl)amino]-3-nitro-1-trifluoromethyl-benzene